3,3,3-trifluoro-N-(3-tolyl)propionamide FC(CC(=O)NC=1C=C(C=CC1)C)(F)F